CC=1N(C(=CC1)C)C=1N(C2=C(N1)C(=CC=C2C#N)N2NC(CC2)=O)C 2-(2,5-dimethylpyrrol-1-yl)-3-methyl-7-(3-oxopyrazolidin-1-yl)benzimidazole-4-carbonitrile